[Br-].C(C)(C)(C)[NH3+] t-butyl-ammonium bromide